trans-4-((3-(2-Cyclopropylthiazol-5-yl)phenyl)((trans-4-(4-methoxy-3-methylphenyl)cyclohexyl)methyl) carbamoyl)cyclohexyl methylcarbamate CNC(O[C@@H]1CC[C@H](CC1)C(N(C[C@@H]1CC[C@H](CC1)C1=CC(=C(C=C1)OC)C)C1=CC(=CC=C1)C1=CN=C(S1)C1CC1)=O)=O